Benzyl-N-[(benzyloxy)carbonyl]-3-(tert-butoxycarbonyl)-L-phenylalanine C(C1=CC=CC=C1)N([C@@H](CC1=CC(=CC=C1)C(=O)OC(C)(C)C)C(=O)O)C(=O)OCC1=CC=CC=C1